N-(2-Amino-ethyl)-N'-[2-(cyclopentadecylmethyl-amino)-ethyl]-ethane-1,2-diamine NCCNCCNCCNCC1CCCCCCCCCCCCCC1